ClC=1C(=NC(=NC1)NC1=CC(=C(C=C1)F)[N+](=O)[O-])NC=1C(=C2C=CC=NC2=CC1)P(C)C (6-((5-chloro-2-((4-fluoro-3-nitrophenyl)amino)pyrimidin-4-yl)amino)quinolin-5-yl)dimethylphosphine